ClC=1N(C=CN1)C(C)C1=CC=C(C=C1)C1=C(SC(=C1)CC(C)C)S(=O)(=O)NC(OCCO)=O 2-hydroxyethyl (3-(4-(1-(2-chloro-1H-imidazol-1-yl)ethyl)phenyl)-5-isobutylthiophen-2-yl)sulfonylcarbamate